BrC=1SC(=CN1)C(=O)N1CCC(CC1)N1CC(CCC1)OCC1CC1 (2-Bromo-1,3-thiazol-5-yl)[3-(cyclopropylmethoxy)[1,4'-bipiperidine]-1'-yl]methanone